C1C(C)O1 Propylen oxid